3-(1-oxo-4-((7-(pyrrolidin-1-yl)heptyl)thio)isoindolin-2-yl)piperidine-2,6-dione O=C1N(CC2=C(C=CC=C12)SCCCCCCCN1CCCC1)C1C(NC(CC1)=O)=O